2,2-di-n-hexyl-1,3-propanediol C(CCCCC)C(CO)(CO)CCCCCC